6-(5-Fluoro-6'-methyl-[2,2'-bipyridin]-3-yl)imidazo[1,2-a]pyridin-3-carboxamid FC=1C=C(C(=NC1)C1=NC(=CC=C1)C)C=1C=CC=2N(C1)C(=CN2)C(=O)N